C(C)(C)(C)C1=CC=C(C=C1)CN1C(CCC1=O)CC(=O)NCC1OCCC1 2-[1-[(4-tert-butylphenyl)methyl]-5-oxopyrrolidin-2-yl]-N-(oxolan-2-ylmethyl)acetamid